trimethylsilyl-2,3-dichloropropionate C[Si](C)(C)OC(C(CCl)Cl)=O